[[(2S)-2-[[(2S)-2-(9H-fluoren-9-ylmethoxycarbonylamino)propanoyl]amino]propanoyl]amino]acetic acid C1=CC=CC=2C3=CC=CC=C3C(C12)COC(=O)N[C@H](C(=O)N[C@H](C(=O)NCC(=O)O)C)C